O1COC2C1C1CC(C3C4C(CCC3C1CC2)CCC4)=O 4,5,5a,5b,6,7,7a,8,9,10,10a,10b,11,12,12a,12b-Hexadecahydro-3aH-cyclopenta[1',2':7,8]phenanthro[1,2-d][1,3]dioxolan-11-one